ClC1=C(C=CC(=C1)Cl)COC=1C(C=C(OC1)CN1CC2=CC=CC=C2CC1)=O 5-[(2,4-dichlorophenyl)methoxy]-2-[(3,4-dihydro-2(1H)-isoquinolinyl)methyl]-4H-pyran-4-one